C(C)OC(=O)C1=NN2C(C=C(C=C2)Br)=C1C=O 5-BROMO-3-FORMYL-PYRAZOLO[1,5-A]PYRIDIN-2-CARBOXYLIC ACID ETHYL ESTER